5-ethynyl-7H-pyrrolo[2,3-d]pyrimidine C(#C)C1=CNC=2N=CN=CC21